butyryl-4-hydroxy-N-(4-(4-methylthiazol-5-yl)benzyl)pyrrolidine-2-carboxamide C(CCC)(=O)N1C(CC(C1)O)C(=O)NCC1=CC=C(C=C1)C1=C(N=CS1)C